3-(6-tert-Butyldimethylsilanylmethyl-pyridin-4-yl)-N-(1-(5-fluoro-2-(4-methoxybenzyloxy)-phenyl)ethyl)imidazo[1,2-b]pyridazin-6-amine [Si](C)(C)(C(C)(C)C)CC1=CC(=CC=N1)C1=CN=C2N1N=C(C=C2)NC(C)C2=C(C=CC(=C2)F)OCC2=CC=C(C=C2)OC